O=C1N(C(C2=CC=CC=C12)=O)C1=CC(=C(C=C1OC)C1CCN(CC1)C(=O)OC(C)(C)C)F Tert-butyl 4-(4-(1,3-dioxoisoindolin-2-yl)-2-fluoro-5-methoxyphenyl)piperidine-1-carboxylate